FC=1C(=NC(=NC1)N1[C@H]2COC[C@@H]1CC(C2)O)SC (1R,5S,7S)-9-(5-fluoro-4-(methylthio)pyrimidin-2-yl)-3-oxa-9-azabicyclo[3.3.1]Nonane-7-ol